hexoxygermanium tert-butyl-4-((6-(4-(methylsulfonyl)morpholine-3-carboxamido)pyridazin-3-yl)sulfonyl)piperazine-1-carboxylate C(C)(C)(C)OC(=O)N1CCN(CC1)S(=O)(=O)C=1N=NC(=CC1)NC(=O)C1N(CCOC1)S(=O)(=O)C.C(CCCCC)O[Ge]